[Li].C(C)OCCOCC ethylene glycol diethyl ether lithium